tert-butyl 2-(acetoxymethyl)-1,1-difluoro-6-azaspiro[2.5]octane-6-carboxylate C(C)(=O)OCC1C(C12CCN(CC2)C(=O)OC(C)(C)C)(F)F